(2R,3S,4R,5R)-2,3,4,6-Tetrabenzyloxy-5-hydroxy-1-(4-methylpiperazin-1-yl)hexane C(C1=CC=CC=C1)O[C@H](CN1CCN(CC1)C)[C@@H]([C@@H]([C@@H](COCC1=CC=CC=C1)O)OCC1=CC=CC=C1)OCC1=CC=CC=C1